NC1=NC=C(C2=C1C(=NN2[C@@H]2CN(CC2)C(C=C)=O)C#CC2=C(C1=C(N(C=N1)C)C=C2F)F)C=2SC=CN2 (S)-1-(3-(4-amino-3-((4,6-difluoro-1-methyl-1H-benzo[d]imidazol-5-yl)ethynyl)-7-(thiazol-2-yl)-1H-pyrazolo[4,3-c]pyridin-1-yl)pyrrolidin-1-yl)prop-2-en-1-one